CN(C1=CC=C(C=C1)P(C(C)(C)C)C(C)(C)C)C (p-dimethylaminophenyl)(di-t-butylphosphine)